8-phenylamino-3-(pyrazol-4-yl)imidazo[1,2-a]pyrazine C1(=CC=CC=C1)NC=1C=2N(C=CN1)C(=CN2)C=2C=NNC2